C(CCCCCCC)OP(=O)(OCCCCCCCC)O.C(C)(C)(C)C1(CC=CC2=C(C3=CC=CC=C3C(=C12)OC(C1=CC=C(C=C1)C(C)(C)C)=O)OC(C1=CC=C(C=C1)C(C)(C)C)=O)CCCCCCCCCCCCCCCCCCN 1-tert-butyl-9,10-bis(4-tert-butylbenzoyloxy)anthraceneoctadecylamine di-n-octyl-phosphate